CC1=NN(C=C1[N+](=O)[O-])C1CCOCC1 3-methyl-4-nitro-1-(oxan-4-yl)pyrazole